C(C1=CC=CC=C1)OCC=1N(C(=C(N1)I)I)C12CC(C1)(C2)F 2-((benzyloxy)methyl)-1-(3-fluorobicyclo[1.1.1]pentan-1-yl)-4,5-diiodo-1H-imidazole